[(4-butylphenyl)imino][1,1'-biphenyl] C(CCC)C1=CC=C(C=C1)N=C1C(=CC=CC1)C1=CC=CC=C1